C(N)(=O)C1CCC(CC1)C1=C2C(=NN(C2=C(C=C1)C(=O)N)C1CN(C1)C(=O)C(=C)F)C=1C=NC(=CC1)C(F)(F)F (4-carbamoyl-cyclohexyl)-1-(1-(2-fluoro-acryl)azetidin-3-yl)-3-(6-(trifluoromethyl)pyridin-3-yl)-1H-indazole-7-carboxamide